S1C=NC=C1[2H] thiazol-5-d